N[C@@H](CN1C(C=2C=C3C(=CC2CC1)N(C(=N3)C=3N(C1=C(C=CC=C1C3)OC)CC3CC3)C)=O)C(C)F 6-((2S)-2-amino-3-fluorobutyl)-2-(1-(cyclopropylmethyl)-7-methoxy-1H-indol-2-yl)-1-methyl-1,6,7,8-tetrahydro-5H-imidazo[4,5-g]isoquinolin-5-one